1H-pyrazole-3-thiocarbamic acid amide N1N=C(C=C1)NC(N)=S